6-chloro-4-fluoropyridinecarbonitrile ClC1=CC(=CC(=N1)C#N)F